Cl.ClC=1C(=NC=C(C1)C(F)(F)F)N1CCNCC1 1-[3-chloro-5-(trifluoromethyl)-2-pyridyl]piperazine hydrochloride